3-(5-Amino-6-(1H-1,2,4-triazol-1-yl)pyrazin-2-yl)-N-(4-hydroxybicyclo[2.2.1]heptan-1-yl)-4-(methyl-d3)benzenesulfonamide Trifluoroacetate Salt FC(C(=O)O)(F)F.NC=1N=CC(=NC1N1N=CN=C1)C=1C=C(C=CC1C([2H])([2H])[2H])S(=O)(=O)NC12CCC(CC1)(C2)O